COC=1C=C(OCC(CN(C)CC2=CC(=C(C=C2)OCCN2CCC(CC2)C)OC)O)C=CC1OC 1-(3,4-dimethoxyphenoxy)-3-((3-methoxy-4-(2-(4-methylpiperidin-1-yl)ethoxy)benzyl)(methyl)amino)propan-2-ol